ClC1=C(C(=C2C=NNC2=C1)C1=C(C=2N=C(N=C(C2C=N1)O)OC[C@]12CCCN2C[C@@H](C1)F)F)CCCCOC[C@H]1CNCCO1 7-(6-chloro-5-(4-(((R)-morpholin-2-yl)methoxy)butyl)-1H-indazol-4-yl)-8-fluoro-2-(((2R,7aS)-2-fluorotetrahydro-1H-pyrrolizin-7a(5H)-yl)methoxy)pyrido[4,3-d]pyrimidin-4-ol